CC1=C2C=CC3=C(C2=CC(=C1C)OC)C(=O)C(=O)C(=C3)C(C)C The molecule is a diterpenoid that is phenanthrene-3,4-dione substituted by a methoxy group at position 6, a methyl groups at positions 7 and 8 and an isopropyl group at position 2. A norabietane derivative, it is isolated from Salvia multicaulis and exhibits antitubercular activity. It has a role as a metabolite and an antitubercular agent. It is an aromatic ether, a diterpenoid, a member of phenanthrenes and a member of orthoquinones.